7-chloro-5-((2,2-diethoxyethyl)amino)-1-(2-methylpyridin-3-yl)quinazoline ClC1=CC(=C2C=NCN(C2=C1)C=1C(=NC=CC1)C)NCC(OCC)OCC